CS(=O)(=O)C1(CC1)C1=CC=C(O1)C(=O)NC12CC(C1)(C2)C2=NSC(=N2)C2=CC=CC=C2 5-(1-methylsulfonylcyclopropyl)-N-[3-(5-phenyl-1,2,4-thiadiazol-3-yl)-1-bicyclo[1.1.1]pentanyl]furan-2-carboxamide